(R)-3-(3-fluorophenyl)-1-methyl-1-(1-(1-oxo-1,2-dihydroisoquinolin-4-yl)ethyl)urea FC=1C=C(C=CC1)NC(N([C@H](C)C1=CNC(C2=CC=CC=C12)=O)C)=O